(4-(3-hydroxypropyl)-2,3-dioxo-3,4-dihydroquinoxalin-1(2H)-yl)methyl methyl carbonate C(OCN1C(C(N(C2=CC=CC=C12)CCCO)=O)=O)(OC)=O